Ethyl-(5RS,6RS)-6-methyl-2-(4-methylbenzyl)-3-oxo-2,3,5,6,7,8-hexahydro[1,2,4]triazolo[4,3-a]pyridine-5-carboxylate C(C)OC(=O)[C@H]1[C@@H](CCC=2N1C(N(N2)CC2=CC=C(C=C2)C)=O)C |r|